C1(=CC=CC=C1)C=1S(CCS(C1)(=O)=O)(=O)=O 2,3-dihydro-5-phenyl-1,4-dithiin-1,1,4,4-tetraoxide